10H-spiro[acridine-9,9'-fluorene]dithiocarboxylic acid tert-butyl-9-chloro-7-(4,5-difluoroindol-1-yl)-3,5-dihydro-2H-1,4-benzoxazepine-4-carboxylate C(C)(C)(C)OC(=O)N1CCOC2=C(C1)C=C(C=C2Cl)N2C=CC1=C(C(=CC=C21)F)F.C2(=CC=CC=1C3=CC=CC=C3C3(C21)C2=CC=CC=C2NC=2C=CC=CC23)C(=S)S